3-Camphorsulfonic acid C12(C(=O)C(C(CC1)C2(C)C)S(=O)(=O)O)C